6-[3-(Difluoromethyl)-4-fluoro-phenyl]-1-[(4-methyl-1,2,4-triazol-3-yl)methyl]pyrazolo[4,3-b]pyridine FC(C=1C=C(C=CC1F)C=1C=C2C(=NC1)C=NN2CC2=NN=CN2C)F